CC(CC1=CC=C(C=C1)C(/C=C/C1=CC=C(C(=O)O)C=C1)=O)C 4-[(E)-3-[4-(2-Methylpropyl)phenyl]-3-oxoprop-1-enyl]benzoic acid